C1(CC1)C=1C=C(O[C@H]2CN(CC2)CCO)C=C(C1)NC=1N=C(C2=C(N1)C=CS2)N2N=CCC2C2=CC=CC=C2 2-((3R)-3-(3-cyclopropyl-5-((4-(5-phenyl-4,5-dihydro-1H-pyrazol-1-yl)thieno[3,2-d]pyrimidin-2-yl)amino)phenoxy)pyrrolidin-1-yl)ethan-1-ol